(1-(2-(4-(4-methyl-3-(morpholinosulfonyl)phenyl)-1H-pyrazol-1-yl)ethyl)piperidin-4-yl)acetamide CC1=C(C=C(C=C1)C=1C=NN(C1)CCN1CCC(CC1)CC(=O)N)S(=O)(=O)N1CCOCC1